6-(4-((5-cyclopropyl-3-(2,6-dichlorophenyl)isoxazol-4-yl)methoxy)piperidin-1-yl)nicotinohydrazide C1(CC1)C1=C(C(=NO1)C1=C(C=CC=C1Cl)Cl)COC1CCN(CC1)C1=NC=C(C(=O)NN)C=C1